3-((3-Bromophenyl)(3-methoxycyclobutyl)methyl)-4-methyl-4H-1,2,4-triazole BrC=1C=C(C=CC1)C(C1=NN=CN1C)C1CC(C1)OC